[[2-(3-chlorophenyl)pyridin-3-yl]methyl](methyl)amine ClC=1C=C(C=CC1)C1=NC=CC=C1CNC